6-(3-cyclopropylphenoxy)-2,2-dimethyl-3H-furo[3,2-b]pyridine-7-carbonyl chloride C1(CC1)C=1C=C(OC=2C(=C3C(=NC2)CC(O3)(C)C)C(=O)Cl)C=CC1